2-(3,4-dimethoxyphenyl)-4-[(2-hydroxy-6-oxocyclohex-1-en-1-yl)carbonyl]-6-methylpyridazine-3(2H)-one COC=1C=C(C=CC1OC)N1N=C(C=C(C1=O)C(=O)C1=C(CCCC1=O)O)C